N-(5-chloro-2-isopropylbenzyl)-N-cyclopropyl-3-(difluoromethyl)-5-fluoro-1-methylpyrazole-4-carboxamide ClC=1C=CC(=C(CN(C(=O)C=2C(=NN(C2F)C)C(F)F)C2CC2)C1)C(C)C